C(C)C=1C=NN2C1N=C(N=C2N(CC2=NC1=C(N2COCC[Si](C)(C)C)C=CC=C1)CC1=CC=C(C=C1)OC)N1CCN(CC1)C(=O)OCC1=CC=CC=C1 benzyl 4-(8-ethyl-4-{[(4-methoxyphenyl)methyl][(1-{[2-(trimethylsilyl)ethoxy]methyl}-1H-benzimidazol-2-yl)methyl]amino}pyrazolo[1,5-a][1,3,5]triazin-2-yl)piperazine-1-carboxylate